(4-(dimethylamino)piperidin-1-yl)(4-(imidazo[2,1-b][1,3,4]thiadiazol-6-yl)phenyl)methanone CN(C1CCN(CC1)C(=O)C1=CC=C(C=C1)C=1N=C2SC=NN2C1)C